OC1N(C(C[C@H]1CCC)=O)[C@H](C(=O)O)CC (2S)-2-((3R)-2-hydroxy-5-oxo-3-propylpyrrolidin-1-yl)butyric acid